C[C@H]1N([C@@H](COC1)C)C(=O)C1=C(C=CC(=C1)F)N1C(=C(C=2C1=CN=CC2)C(=O)C2CCN(CC2)C(=O)OC(C)(C)C)C tert-Butyl 4-(1-(2-((3R,5R)-3,5-dimethyl-morpholine-4-carbonyl)-4-fluorophenyl)-2-methyl-1H-pyrrolo[2,3-c]pyridine-3-carbonyl)-piperidine-1-carboxylate